4-amino-1-((2R,4S,5S)-4-azido-5-(chloromethyl)-5-(hydroxymethyl)tetrahydrofuran-2-yl)pyrimidin-2(1H)-one NC1=NC(N(C=C1)[C@@H]1O[C@@]([C@H](C1)N=[N+]=[N-])(CO)CCl)=O